((4-(6-chloropyridin-2-yl) piperidin-1-yl) methyl)-7-fluoro-1-(oxetan-2-ylmethyl)-1H-benzo[d]imidazole-6-carboxylate ClC1=CC=CC(=N1)C1CCN(CC1)COC(=O)C=1C=CC2=C(N(C=N2)CC2OCC2)C1F